[Se]1CCCC1 selenolan